C(C)(C)(C)OC(=O)N1CC(CC=C1C=1C=C2CCCN(C2=CC1)C(=O)OC(C)(C)C)C tert-butyl 6-(1-tert-butoxycarbonyl-3-methyl-3,4-dihydro-2H-pyridin-6-yl)-3,4-dihydro-2H-Quinoline-1-carboxylate